N-((2-fluorophenyl)(methyl)(oxo)-λ6-sulfaneylidene)-4-((5-(trifluoromethyl)-1,2,4-oxadiazol-3-yl)methyl)benzamide FC1=C(C=CC=C1)S(=NC(C1=CC=C(C=C1)CC1=NOC(=N1)C(F)(F)F)=O)(=O)C